7-bromo-5-methoxybenzo[d]oxazole BrC1=CC(=CC=2N=COC21)OC